N(C1=CC=CC=C1)C(C(=O)O)CCCCC.O(C1=CC=CC=C1)C=1C=C(C=CC1)C1=NN(C2=NC=NC=C21)[C@H]2CN(CCC2)C(C=C)=O (R)-1-(3-(3-(3-phenoxyphenyl)-1H-pyrazolo[3,4-d]pyrimidin-1-yl)piperidin-1-yl)prop-2-en-1-one anilino-2-pentyl-acetate